N1CC(C1)C1=C(C=2N=C(N=C(C2S1)NCC=1OC=CC1)Cl)C 6-(azetidin-3-yl)-2-chloro-N-(furan-2-ylmethyl)-7-methylthieno[3,2-d]Pyrimidin-4-amine